CC(CC(C)C)(CC1=CC=CC=C1)C1=NC2=C(C=CC=C2C=C1C(=O)N)F [1,3-dimethyl-1-(phenylmethyl)butyl]-8-fluoro-3-quinolinecarboxamide